N-(5-((5-chloropyridin-2-yl)methoxy)-1,3,4-thiadiazol-2-yl)-4-(2-methoxyphenyl)nicotinamide ClC=1C=CC(=NC1)COC1=NN=C(S1)NC(C1=CN=CC=C1C1=C(C=CC=C1)OC)=O